ClC=1C(=O)N(C(C1Cl)=O)CC1=C(C=C(C=C1C)C)C 2,3-dichloro-N-(2,4,6-trimethylbenzyl)maleimide